C(CCC)[Sn](C=1SC=CN1)(CCCC)CCCC tributyl-(thiazole-2-yl)stannane